FC1=C(C=NN1C1=CC=CC=C1)C=1C(=C(C(=NC1)C(=O)NCC(=O)OCC)OCOCCOC)C ethyl (5-(5-fluoro-1-phenyl-1H-pyrazol-4-yl)-3-((2-methoxyethoxy)methoxy)-4-methylpicolinoyl)glycinate